CC1=C(C=C(C=C1)C1=NC(=NO1)C)NCC(=O)OCC Ethyl (2-methyl-5-(3-methyl-1,2,4-oxadiazol-5-yl)phenyl)glycinate